C(C)(C)(C)NNC(C)(C)C di(tert-butyl)hydrazine